2-chloro-4-methyl-6-((trimethylsilyl)ethynyl)pyrimidinecarbonyl-(pentamethylcyclopentadienyl)cobalt ClC1(NC(=CC(=N1)C)C#C[Si](C)(C)C)C(=O)[Co]C1(C(=C(C(=C1C)C)C)C)C